(2-chloro-4,5-difluoro-3-iodophenyl)carbamic acid ClC1=C(C=C(C(=C1I)F)F)NC(O)=O